ClC1=CN(C=2N=CN=C(C21)NCC2=C(C=C(C=C2)OC)OC)C=2C=C(C=NC2)C(=O)OC methyl 5-(5-chloro-4-{[(2,4-dimethoxyphenyl)methyl]amino}-7H-pyrrolo[2,3-d]pyrimidin-7-yl)pyridine-3-carboxylate